COC([C@@H](CCC(N)=O)NC(=O)OC(C)(C)C)=O.CNC=1SC=CN1 2-(methylamino)thiazole Methyl-(2R)-2-[(tert-butoxycarbonyl)amino]-4-carbamoylbutanoate